S(=O)(=O)(O)O.N1=CN=C2N=CNC2=C1N.N1=CN=C2N=CNC2=C1N adenine hemisulphate